CC1=CC=C(C=C1)S(=O)(=O)N1CCCCC=C1 p-toluenesulfonyl-2,3,4,5-tetrahydro-1H-azepine